9-Hydroxymethyl-xanthen OCC1C2=CC=CC=C2OC=2C=CC=CC12